COC1=C(C=C(C(=C1)[N+](=O)[O-])S(=O)(=O)O)N1[N+](=C(N=N1)C(=O)NC1=CC=CC=C1)C1=C(C=C(C(=C1)S(=O)(=O)O)[N+](=O)[O-])OC bis(2-methoxy-4-nitro-5-sulfophenyl)-5-[(phenylamino)-carbonyl]-2H-tetrazolium